FC1=C(OC2=CC=C(C=C2)NC(OCC=2C(=C3C(N(CC3=CC2)C2C(NC(CC2)=O)=O)=O)OC2=CC=CC=C2)=O)C=CC=C1F [2-(2,6-dioxopiperidin-3-yl)-3-oxo-4-phenoxy-2,3-dihydro-1H-isoindol-5-yl]methyl N-[4-(2,3-difluorophenoxy)phenyl]carbamate